[C@H]12CN(C[C@H](CC1)N2)C2=NC(=NC1=C(C(=C(C=C21)F)C2=CNC1=CC(=CC=C21)F)F)OC[C@H]2N(CCC2)C 4-((1R,5S)-3,8-diazabicyclo[3.2.1]octan-3-yl)-6,8-difluoro-7-(6-fluoro-1H-indol-3-yl)-2-(((S)-1-methylpyrrolidin-2-yl)methoxy)quinazoline